C1(CCCCC1)C(=O)OC1=C(C(=O)O)C=C(C=C1)NCC1=C(C(=C(C(=C1F)F)C(F)(F)F)F)F 2-Cyclohexanecarbonyloxy-5-(2,3,5,6-tetrafluoro-4-trifluoromethylbenzylamino)benzoic acid